O1C=NC2=C1C=CC=C2C2N(CCCC2)C(C(=O)NC=2C=C(C(=NC2)NC(OC(C)(C)C)=O)C)=O tert-butyl N-[5-[[2-[2-(1,3-Benzoxazol-4-yl)-1-piperidyl]-2-oxo-acetyl]amino]-3-methyl-2-pyridyl]carbamate